(5-bromo-4-chloro-2-fluorophenyl)(phenyl)methanone BrC=1C(=CC(=C(C1)C(=O)C1=CC=CC=C1)F)Cl